(±)-2-[4-[3-[tert-butylsulfinyl(2-trimethylsilylethoxymethyl)amino]oxetan-3-yl]-3-fluoro-phenyl]acetic acid C(C)(C)(C)[S@@](=O)N(C1(COC1)C1=C(C=C(C=C1)CC(=O)O)F)COCC[Si](C)(C)C |r|